C(C)(C)(C)OC(=O)N1CCC2(CC2CNC(=O)NCC2=CC=C(C=C2)C(N)=O)CC1 1-((3-(4-carbamoylbenzyl)ureido)methyl)-6-azaspiro[2.5]octane-6-carboxylic acid tert-butyl ester